7-bromo-2,6-dichloroquinazolin-4(3H)-one BrC1=C(C=C2C(NC(=NC2=C1)Cl)=O)Cl